N-methyl-3,4-diamino-1,5-dibenzyloxy-cyclohexane-1-carboxamide CNC(=O)C1(CC(C(C(C1)OCC1=CC=CC=C1)N)N)OCC1=CC=CC=C1